FC=1C=CC(=NC1)O[C@@H]1CN(CC1)C=1C(=NC(=CC1)C1=C(C=CC=C1)OC)CO (S)-(3-(3-(5-fluoropyridin-2-yloxy)pyrrolidin-1-yl)-6-(2-methoxyphenyl)pyridin-2-yl)methanol